BrC=1C=C(C(=O)NCC2COC2)C=CC1 3-bromo-N-(oxetan-3-ylmethyl)benzamide